1-[4-[6-(1-adamantyl)-2-hydroxy-8,9-dihydro-7H-benzo[7]annulen-5-yl]phenyl]piperidine-4-carbaldehyde C12(CC3CC(CC(C1)C3)C2)C2=C(C3=C(CCC2)C=C(C=C3)O)C3=CC=C(C=C3)N3CCC(CC3)C=O